(5-((6-((S)-3-benzylisoxazolidin-2-yl)pyrimidin-4-yl)amino)-2-(4-isopropylpiperazin-1-yl)-4-methoxyphenyl)acrylamide C(C1=CC=CC=C1)[C@@H]1N(OCC1)C1=CC(=NC=N1)NC=1C(=CC(=C(C1)C(C(=O)N)=C)N1CCN(CC1)C(C)C)OC